4-acetyl-butyl-triphenyl-phosphonium bromide salt [Br-].C(C)(=O)CCCC[P+](C1=CC=CC=C1)(C1=CC=CC=C1)C1=CC=CC=C1